C(C)(C)(C)OC(=O)N1C=CC2=CC=C(C=C12)CN1N=NC(=C1)C1=CN2C(S1)=CN=C2 6-((4-(imidazo[5,1-b]thiazol-2-yl)-1H-1,2,3-triazol-1-yl)methyl)-1H-indole-1-carboxylic acid tert-butyl ester